5-Methyl-4-(2-naphthyl)-2-(3-thienylmethyl)imidazole methyl-1,2-dimethyl-5-((4-(trifluoromethyl)phenyl)amino)-1H-imidazole-4-carboxylate COC(=O)C=1N=C(N(C1NC1=CC=C(C=C1)C(F)(F)F)C)C.CC1=C(N=C(N1)CC1=CSC=C1)C1=CC2=CC=CC=C2C=C1